C1(CC1)N1N=NC(=C1)C=1C=C(C=CC1NCC1=CC=C(C=C1)C(F)(F)F)S(=O)(=O)NC 3-(1-Cyclopropyltriazol-4-yl)-N-methyl-4-[[4-(trifluoromethyl)phenyl]methylamino]benzenesulfonamide